3-(5-(4-hydroxybuta-1,2-dien-1-yl)benzofuran-3-yl)piperidine-2,6-dione OCC=C=CC=1C=CC2=C(C(=CO2)C2C(NC(CC2)=O)=O)C1